C(C1=CC=CC=C1)C1=C(CC2=CC(=C(C(=N2)C(CCC(=O)O)=O)O)C#N)C=CC=C1 4-[6-(2-Benzyl-benzyl)-4-cyano-3-hydroxy-pyridin-2-yl]-4-oxo-butyric acid